5-nitro-1H-pyrazole-3-carbonitrile [N+](=O)([O-])C1=CC(=NN1)C#N